C[C@@H]1N(CC=2N(C1)N=CC2)C(=O)OC(C)(C)C tert-butyl (6S)-6-methyl-6,7-dihydro-4H-pyrazolo[1,5-a]pyrazine-5-carboxylate